FC([C@@H](C)C=1C=CC=NC1)(F)F 5-[(2S)-1,1,1-trifluoropropan-2-yl]pyridin